ethyl 5-(4-chlorophenyl)-2-methylfuran-3-carboxylate ClC1=CC=C(C=C1)C1=CC(=C(O1)C)C(=O)OCC